4-{4-[(4'-Chlorobiphenyl-2-yl)methyl]piperazin-1-yl}-N-{[4-({(1R)-3-(dimethylamino)-1-[(phenylsulfanyl)methyl]propyl}amino)-3-nitrophenyl]sulfonyl}benzamide ClC1=CC=C(C=C1)C1=C(C=CC=C1)CN1CCN(CC1)C1=CC=C(C(=O)NS(=O)(=O)C2=CC(=C(C=C2)N[C@H](CCN(C)C)CSC2=CC=CC=C2)[N+](=O)[O-])C=C1